C1OCC12CCC(CC2)COC2=C(C=C(C=C2)S(=O)(=O)N)[N+](=O)[O-] 4-((2-oxaspiro[3.5]nonan-7-yl)methoxy)-3-nitrobenzenesulfonamide